O=C(C(=O)NC=1C2=C(C=NC1)C=NN2)N2[C@H](CC[C@@H](C2)C)C=2C=CC1=C(N=C(S1)CC(C)N1CCCC1)C2 2-oxo-N-(1H-pyrazolo[4,3-c]pyridin-7-yl)-2-[(2R,5S)-5-methyl-2-[2-(2-pyrrolidin-1-ylpropyl)-1,3-benzothiazol-5-yl]-1-piperidyl]acetamide